2-([(4-BROMOTHIOPHEN-2-YL)METHYL](METHYL)AMINO)BENZALDEHYDE BrC=1C=C(SC1)CN(C1=C(C=O)C=CC=C1)C